(S)-3-(4-(3-(2-chlorophenyl)-2-(1-methyl-1H-pyrazole-5-carboxamido)propanamido)phenyl)-2,4-dimethylpyridine 1-oxide ClC1=C(C=CC=C1)C[C@@H](C(=O)NC1=CC=C(C=C1)C=1C(=[N+](C=CC1C)[O-])C)NC(=O)C1=CC=NN1C